(±)-1-([(1-(2-methyl-1-oxopropoxy)ethoxy)formyl]aminomethyl)cyclohexaneacetic acid CC(C(O[C@@H](C)OC(=O)NCC1(CCCCC1)CC(=O)O)=O)C |r|